methyl 2-amino-4-bromo-3-fluoro-5-vinylbenzoate NC1=C(C(=O)OC)C=C(C(=C1F)Br)C=C